C1(CC1)[C@@H](C)NC1=NC(=NC=C1C(=O)N)NC1CCC(CC1)O 4-((R)-1-cyclopropylethylamino)-2-((1R,4R)-4-hydroxycyclohexylamino)pyrimidine-5-carboxamide